(R)-N-[(1S)-1-[4-(4-chloro-2,3,7,10-tetrazatricyclo[7.4.0.02,6]trideca-1(9),3,5,7-tetraen-10-yl)-3-methoxy-phenyl]-2,2,2-trifluoro-ethyl]-N,2-dimethyl-propane-2-sulfinamide ClC1=NN2C=3CCCN(C3C=NC2=C1)C1=C(C=C(C=C1)[C@@H](C(F)(F)F)N([S@](=O)C(C)(C)C)C)OC